FC(C1=NN=C(O1)C1=C(C(=C(C=C1)CN1N=NC(=C1)C1=CC2=C(N(C(=N2)N)C)C=C1)F)F)F 5-[1-[[4-[5-(Difluoromethyl)-1,3,4-oxadiazol-2-yl]-2,3-difluorophenyl]methyl]triazol-4-yl]-1-methylbenzimidazol-2-amine